5-bromo-1-methyl-pyrazole-4-carbonitrile BrC1=C(C=NN1C)C#N